C(C)OC(N)=O carbamic acid ethyl ester